NC1(CCC(CC1)N1N=CC(=C1C)C=1C=C(C=2N(C1)N=CC2C#N)SC2=NC=CC=C2F)C 6-(1-((1s,4s)-4-amino-4-methylcyclohexyl)-5-methyl-1H-pyrazol-4-yl)-4-((3-fluoropyridin-2-yl)thio)pyrazolo[1,5-a]pyridine-3-carbonitrile